ClC=1C(=NC=CC1SC=1N=NC(=CC1)Cl)N 3-chloro-4-((6-chloropyridazin-3-yl)thio)pyridin-2-amine